N(N)(C(=O)OCCCC)C(=O)[O-] butyl hydrazinedicarboxylate